N,N-bis(trimethylsilyl)aminopropyl-methyldiethoxysilane C[Si](N([Si](C)(C)C)CCC[Si](OCC)(OCC)C)(C)C